2-(2-methoxyphenyl)-2-nitrocyclohexanone COC1=C(C=CC=C1)C1(C(CCCC1)=O)[N+](=O)[O-]